C(C)(C)(C)OC(=O)NC1CSC2=C(N(C1=O)CC1=CC=C(C=C1)C#N)C=C(C=C2)C(=O)O 3-(tert-butoxycarbonylamino)-5-[(4-cyanophenyl)methyl]-4-oxo-2,3-dihydro-1,5-benzothiazepine-7-carboxylic acid